2,7-dibromo-9,9-dioctyl-9H-fluorene BrC1=CC=2C(C3=CC(=CC=C3C2C=C1)Br)(CCCCCCCC)CCCCCCCC